3-(6-((3-(4-fluorophenyl)-5-methylisoxazol-4-yl)methoxy)pyridin-3-yl)-6,7-dihydro-5H-[1,2,4]triazolo[3,4-b][1,3]oxazine FC1=CC=C(C=C1)C1=NOC(=C1COC1=CC=C(C=N1)C1=NN=C2OCCCN21)C